FC(C=1C=C(CC2CCC3(CN(C3)C(=O)C3CC(C3)(C)O)CC2)C=CC1)F (7-(3-(Difluoromethyl)benzyl)-2-azaspiro[3.5]nonan-2-yl)((1s,3s)-3-hydroxy-3-methylcyclobutyl)methanon